Cl.N1CCC(CC1)N piperidin-4-amine hydrochloride